N-methyl-1-(4-ethyl-4,7-dihydro-5H-thieno[2,3-c]pyran-7-yl)methylamine CNCC1OCC(C2=C1SC=C2)CC